tri-n-dodecylphosphine C(CCCCCCCCCCC)P(CCCCCCCCCCCC)CCCCCCCCCCCC